N-(5-(4-fluorophenoxy)pyridin-2-yl)-2-((S)-4-((6-oxo-1,6-dihydropyridin-3-yl)methyl)-3-(trifluoromethyl)piperazin-1-yl)propanamide FC1=CC=C(OC=2C=CC(=NC2)NC(C(C)N2C[C@H](N(CC2)CC2=CNC(C=C2)=O)C(F)(F)F)=O)C=C1